BrC1=CC(=NN1C=1C=C2C=NNC2=CC1)N 5-bromo-1-(1H-indazol-5-yl)-1H-pyrazol-3-amine